4-(tert-butyl)-4-hydroxy-8-(1H-pyrazol-4-yl)-1,3,4,5-tetrahydrothieno[2,3-c][1,6]naphthyridin-6(2H)-one C(C)(C)(C)C1(CNCC=2C3=C(C(NC12)=O)SC(=C3)C=3C=NNC3)O